(2S,5R)-6-(benzyloxy)-7-oxo-N-(pyridin-3-ylsulfonyl)-1,6-diazabicyclo[3.2.1]octan-2-carboxamidine C(C1=CC=CC=C1)ON1[C@@H]2CC[C@H](N(C1=O)C2)C(=N)NS(=O)(=O)C=2C=NC=CC2